ClC=1C=NC=C(C1CN(C(C)=O)CCCN1CCOCC1)Cl N-((3,5-dichloropyridin-4-yl)methyl)-N-(3-morpholinopropyl)acetamide